Cl.CC1=C(C=C(C=C1)C1=C(C=C(C=C1)S(=O)(=O)N1CCN(CC1)C)C(F)(F)F)N(C=1SC=C(N1)C1=NC(=CC(=N1)N)N)CCC 2-(2-((4-Methyl-4'-((4-methylpiperazin-1-yl)sulfonyl)-2'-(trifluoromethyl)-[1,1'-biphenyl]-3-yl)(propyl)amino)thiazol-4-yl)pyrimidine-4,6-diamine hydrochloride salt